ClC=1C(=NC(=NC1)NC1CCOCC1)C1=CC=C2CN(C(C2=C1)=O)CC(=O)NCC1=CC(=CC=C1)OC 2-(6-{5-chloro-2-[(oxan-4-yl)amino]pyrimidin-4-yl}-1-oxo-2,3-dihydro-1H-isoindol-2-yl)-N-[(3-methoxyphenyl)methyl]acetamide